(R)-(3S,5R,8R,9S,10S,13R,14S,17R)-14-hydroxy-10,13-dimethyl-17-(2-oxo-2H-pyran-5-yl)hexadecahydro-1H-cyclopenta[a]phenanthren-3-yl 2-aminopropanoate N[C@@H](C(=O)O[C@H]1CC[C@@]2([C@H]3CC[C@@]4([C@H](CC[C@@]4([C@@H]3CC[C@@H]2C1)O)C=1C=CC(OC1)=O)C)C)C